(2S)-2-amino-3-methyl-butyric acid tert-butyl ester hydrochloride Cl.C(C)(C)(C)OC([C@H](C(C)C)N)=O